2-chloro-6-(4-phenylpiperazin-1-yl)pyrimidine-4-carbonitrile ClC1=NC(=CC(=N1)C#N)N1CCN(CC1)C1=CC=CC=C1